C1(=CC=CC=C1)NC(CCl)=O N-phenylchloroacetamide